(2S,3S,4R,5R)-5-(6-(5-Chloro-2-fluorobenzylamino)-2-(5-chloropyridin-3-yl)-9H-purin-9-yl)-3,4-dihydroxy-N-(methyl-d3)-tetrahydrofuran-2-carboxamide ClC=1C=CC(=C(CNC2=C3N=CN(C3=NC(=N2)C=2C=NC=C(C2)Cl)[C@H]2[C@@H]([C@@H]([C@H](O2)C(=O)NC([2H])([2H])[2H])O)O)C1)F